1,1,1-trifluoro-N-[2,3,4-trimethyl-5-(4-morpholinylcarbonyl)phenyl]methanesulfonamide FC(S(=O)(=O)NC1=C(C(=C(C(=C1)C(=O)N1CCOCC1)C)C)C)(F)F